4-(1-(methyl-d3)piperidin-4-yl)piperazine-1-carboxylic acid tert-butyl ester C(C)(C)(C)OC(=O)N1CCN(CC1)C1CCN(CC1)C([2H])([2H])[2H]